COC1=C(C=CC=C1C=1C=NN(C1)C)[C@@H](C)NC(C1=C(C=CC(=C1)N1CCN(CC1)C)C)=O N-[(1R)-1-[2-Methoxy-3-(1-methylpyrazol-4-yl)phenyl]ethyl]-2-methyl-5-(4-methylpiperazin-1-yl)benzamide